C1(CC1)C1=NC(=CC(=C1)C1=CC(=C2C(=N1)N=C(N2)NC(=O)C2=CC=C(C=N2)CCC(=O)OCC)N(C)CC(COC)(C)C)C(F)(F)F Ethyl 3-[6-({5-[2-cyclopropyl-6-(trifluoromethyl)pyridin-4-yl]-7-[(3-methoxy-2,2-dimethylpropyl)(methyl)amino]-1H-imidazo[4,5-b]pyridin-2-yl}carbamoyl)pyridin-3-yl]propanoate